2-((7-(3-(1H-indol-3-yl)ureido)-2,3-dihydro-4H-benzo[b][1,4]thiazin-4-yl)methyl)benzamide N1C=C(C2=CC=CC=C12)NC(NC=1C=CC2=C(SCCN2CC2=C(C(=O)N)C=CC=C2)C1)=O